C(C)NC(C1=CC(=C(C=C1)OC)NCC#C)=O N-ethyl-4-methoxy-3-(prop-2-yn-1-ylamino)benzamide